CN(C)CC1=CC=C(C=C1)O 4-((dimethylamino)methyl)phenol